1,1,2,2-Tetrachlorodisilan tert-butyl-((1S,2S,3R)-3-((5-bromo-2-nitrophenyl)amino)-2-hydroxycyclohexyl)carbamate C(C)(C)(C)N(C(O)=O)[C@@H]1[C@H]([C@@H](CCC1)NC1=C(C=CC(=C1)Br)[N+](=O)[O-])O.Cl[SiH]([SiH](Cl)Cl)Cl